ClC=1C(=C(C=CC1)NC1=C(C(=O)O)C=CC=C1)OCC1CCCC1 2-((3-chloro-2-(cyclopentylmethoxy)phenyl)amino)benzoic acid